ClC=1C=C(C=CC1Cl)C=1N=C(NC1)CC=1SC=CC1 4-(3,4-dichlorophenyl)-2-(2-thienylmethyl)imidazole